C(C1=CC=CC=C1)N(C(=O)OCC1=C(N=NN1C)C1=CC=C(C(=N1)C)OC1CC(CCCC1)C(=O)O)C (±)-3-((6-(5-(((benzyl(methyl)carbamoyl)oxy)methyl)-1-methyl-1H-1,2,3-triazol-4-yl)-2-methylpyridin-3-yl)oxy)cycloheptane-1-carboxylic acid